FC(C1=NN=C(O1)C=1C=NC(=NC1)NC(CNS(=O)(=O)CC)C1=CC=C(C=C1)OC(F)(F)F)F N-(2-((5-(5-(difluoromethyl)-1,3,4-oxadiazol-2-yl)pyrimidin-2-yl)amino)-2-(4-(trifluoromethoxy)phenyl)ethyl)ethanesulfonamide